FC1=C2C=CN(C2=C(C=C1)C)C1=CC(=CC=C1)C1=NN=CN1C 4-fluoro-7-methyl-N-(3-(4-methyl-4H-1,2,4-triazol-3-yl)phenyl)-1H-indole